CN(CCO)C N,N-Dimethyl-ethanolamine